NC1=NN=C(S1)OCC1CCS(CC1)(=O)=O 4-(((5-amino-1,3,4-thiadiazol-2-yl)oxy)methyl)tetrahydro-2H-thiopyran 1,1-dioxide